C(C)(C)(C)OC(=O)NCCOCCOCCC(=O)O 3-(2-{2-[(tert-butoxycarbonyl)amino]ethoxy}ethoxy)propanoic acid